FC1=CC=C(C=C1)C1CC(OCC1)=O 4-(4-fluorophenyl)-oxan-2-one